FC1=C(OC=2C(=NC(=NC2)S(=O)(=O)C)C=2C3=C(C(N(C2)C)=O)OC=C3)C=CC(=C1)F 4-[5-(2,4-difluorophenoxy)-2-methylsulfonylpyrimidin-4-yl]-6-methylfuro[2,3-c]pyridin-7-one